N1=C(C=CC2=CC=CC=C12)C(=O)NN quinoline-2-carbohydrazide